COC=1C=C(C=CC1OC)NC1=NC(=CC(=N1)C1=CC=CC=C1)C1CCNCC1 N-(3,4-dimethoxyphenyl)-4-phenyl-6-(piperidin-4-yl)pyrimidin-2-amine